COC=1C(=CC(=C(C1)NCC1=CC=C(C=C1)N1C(NC(CC1)=O)=O)[N+](=O)[O-])NC1=NC=CC(=N1)C1=CN(C2=CC=CC=C12)C 1-(4-(((5-methoxy-4-((4-(1-methyl-1H-indol-3-yl)pyrimidin-2-yl)amino)-2-nitrophenyl)amino)methyl)phenyl)dihydropyrimidine-2,4(1H,3H)-dione